5-(pyrazin-2-yl)-3H-1,2-dithiole-3-thione N1=C(C=NC=C1)C1=CC(SS1)=S